OC1=C(C=C(C=C1)C(C)(C)C1=CC(=C(C=C1)O)Cl)Cl 2,2-bis(4-hydroxy-3-chlorophenyl)propane